(3ar,4r,6ar)-1-benzyl-4-methyloctahydro-pyrrolo[3,4-b]pyrrole C(C1=CC=CC=C1)N1[C@@H]2[C@H](CC1)[C@H](NC2)C